ClC1=C(OC2=CC3=C(N=C(S3)N3C(OC4=C(C3=O)N=CC=C4OC)=S)C=C2)C=CC(=C1)F 3-(6-(2-chloro-4-fluorophenoxy)benzo[d]thiazol-2-yl)-8-methoxy-2-thioxo-2,3-dihydro-4H-pyrido[2,3-e][1,3]oxazin-4-one